2-(2-dimethylamino-ethoxy)ethylamine CN(CCOCCN)C